ClC1=CC=C(NC2=NC=CC(=C2C2=NOC(N2)=O)OCCO)C=C1 3-[2-(4-chloroanilino)-4-(2-hydroxyethoxy)-3-pyridinyl]-4H-1,2,4-oxadiazol-5-one